ClC1=CC=C(C=C1)C1=NCC=2N(C3=C1C(=C(S3)C#CC=3C=NN(C3)CCCC#CC3=C1C(N(C(C1=CC=C3)=O)C3CNC(CC3)=O)=O)C)C(=NN2)C 4-(5-(4-((4-(4-chlorophenyl)-3,9-dimethyl-6H-thieno[3,2-f][1,2,4]triazolo[4,3-a][1,4]diazepin-2-yl)ethynyl)-1H-pyrazol-1-yl)pent-1-yn-1-yl)-2-(6-oxopiperidin-3-yl)isoindoline-1,3-dione